N-((S)-(7-((R*)-Cyclopropyl((S*)-4,4,4-trifluoro-3-hydroxy-3-methylbutanamido)methyl)imidazo[1,2-b]pyridazin-2-yl)(4,4-difluorocyclohexyl)methyl)-1-isopropyl-1H-pyrazole-5-carboxamide C1(CC1)[C@H](C1=CC=2N(N=C1)C=C(N2)[C@@H](NC(=O)C2=CC=NN2C(C)C)C2CCC(CC2)(F)F)NC(C[C@](C(F)(F)F)(C)O)=O |o1:3,36|